2,4,5-trichloro-7H-pyrrolo[2,3-d]pyrimidine ClC=1N=C(C2=C(N1)NC=C2Cl)Cl